rac-Ethyl (1R,2R)-2-(3-((E)-4-hydroxybut-2-en-2-yl)phenyl)cyclopropane-1-carboxylate OC/C=C(\C)/C=1C=C(C=CC1)[C@H]1[C@@H](C1)C(=O)OCC |r|